C(C)(C)C1=C(C=CC=C1)[C@@H]1N(CCN(C1)C1COC1)C1CC2(C1)CCNCC2 |o1:9| (S or R)-2-(2-(2-isopropylphenyl)-4-(oxetan-3-yl)piperazin-1-yl)-7-azaspiro[3.5]nonane